C(CC)O[Hf] propoxyhafnium